[Br-].C(C)[N+](C(CN1C2=CC=CC=C2SC=2C=CC=CC12)C)(C)C N-ethyl-N,N-dimethyl-1-(10H-phenothiazin-10-yl)propan-2-aminium bromide